CN([C@H]1[C@@H](CCC1)NC(=O)C=1N=C(SC1)C=1NC=CN1)C N-((1R,2R)-2-(dimethylamino)cyclopentyl)-2-(1H-imidazol-2-yl)thiazole-4-carboxamide